N-(2-(6,6-Dimethyl-4,5,6,7-tetrahydro-1H-indazol-3-yl)-3H-imidazo[4,5-b]pyridin-6-yl)-N,2-dimethyltetrahydro-2H-pyran-2-carboxamide CC1(CCC=2C(=NNC2C1)C1=NC=2C(=NC=C(C2)N(C(=O)C2(OCCCC2)C)C)N1)C